NC1=CC(N(C(N1C)=O)C)=O 6-amino-1,3-dimethyl-uracil